[Si](C)(C)(C(C)(C)C)OCC1CN(C1)C=1N=NC(=CC1NC1=CC(=NC=C1)NC(CCN1CCN(CC1)C)=O)C1=C(C=CC(=C1)Cl)F N-(4-{[3-(3-{[(tert-butyldimethylsilyl)oxy]methyl}azetidin-1-yl)-6-(5-chloro-2-fluorophenyl)pyridazin-4-yl]amino}pyridin-2-yl)-3-(4-methylpiperazin-1-yl)propanamide